L-3,4-dichlorophenylamine ClC=1C=C(C=CC1Cl)N